4-((2-Azaspiro[3.3]heptan-6-yl)methyl)-N2-(2-(1-(cyclopropylsulfonyl)-1H-pyrazol-4-yl)pyrimidin-4-yl)-5-(1-(difluoromethyl)-1H-pyrazol-3-yl)pyridine-2,4-diamine C1NCC12CC(C2)CC2(CC(=NC=C2C2=NN(C=C2)C(F)F)NC2=NC(=NC=C2)C=2C=NN(C2)S(=O)(=O)C2CC2)N